acryloxyhexadecyltrifluorosilane C(C=C)(=O)OCCCCCCCCCCCCCCCC[Si](F)(F)F